CC=1OC(=CC1C(=O)NC1=NC(=NS1)CN(CC)CC)C1=CC(=CC=C1)OC 2-Methyl-5-(3-methoxyphenyl)-N-(3-((diethylamino)methyl)-1,2,4-thiadiazol-5-yl)furan-3-Formamide